methyl 2-((4-((6-((4-cyano-2-fluorophenoxy) methyl) pyridin-2-yl) oxy) piperidin-1-yl) methyl)-1-(oxetan-3-ylmethyl)-1H-benzo[d]imidazole-6-carboxylate C(#N)C1=CC(=C(OCC2=CC=CC(=N2)OC2CCN(CC2)CC2=NC3=C(N2CC2COC2)C=C(C=C3)C(=O)OC)C=C1)F